N1(CCC2(CC1)CNC1=CC=CC=C12)C(=O)[O-] dihydrospiro[indole-3,4'-piperidine]-1'-carboxylate